ethyl-disiloxane C(C)[SiH2]O[SiH3]